ClC1=CC(=C(C2=C1O[C@](O2)(C)[C@@H]2CC[C@H](CC2)N(C)C)C)C(=O)NCC=2C(NC(=CC2C)C)=O (2R)-7-chloro-2-[(trans)-4-(dimethylamino)cyclohexyl]-N-[(4,6-dimethyl-2-oxo-1,2-dihydropyridin-3-yl)methyl]-2,4-dimethyl-2H-1,3-benzodioxole-5-carboxamide